5-(3-(trifluoromethyl)benzyl)pyrimidin-4(3H)-one monohydrate O.FC(C=1C=C(CC=2C(NC=NC2)=O)C=CC1)(F)F